tert-butyl N-[3-[(7-bromo-3,8-dichloro-10-oxa-2,4,13-triazatricyclo[7.4.1.05,14]tetradeca-1,3,5(14),6,8-pentaen-13-yl)methyl]-2-pyridyl]-N-tert-butoxycarbonyl-carbamate BrC1=CC=2N=C(N=C3N(CCOC(=C1Cl)C32)CC=3C(=NC=CC3)N(C(OC(C)(C)C)=O)C(=O)OC(C)(C)C)Cl